(S)-N-(1-amino-3-hydroxy-2-methyl-1-oxopropan-2-yl)-2-methyl-5-(3-(o-tolyl)oxetan-3-yl)benzofuran-3-carboxamide NC([C@@](CO)(C)NC(=O)C1=C(OC2=C1C=C(C=C2)C2(COC2)C2=C(C=CC=C2)C)C)=O